CC([C@H](C)N1C(C=CC2=C1N=C(N=C2)N[C@@H](C)C=2C=NC(=CC2)N2CCNCC2)=O)C 8-[(2S)-3-Methylbutan-2-yl]-2-({(1S)-1-[6-(piperazin-1-yl)pyridin-3-yl]ethyl}amino)pyrido[2,3-d]pyrimidin-7(8H)-on